N-(4-(bicyclo[3.1.1]heptan-3-yloxy)-3-fluoro-5-methylphenyl)-2-(3,3-diethyl-azetidin-1-yl)-5-(2-fluoroethyl)oxazole-4-carboxamide C12CC(CC(C1)C2)OC2=C(C=C(C=C2C)NC(=O)C=2N=C(OC2CCF)N2CC(C2)(CC)CC)F